1-(6-hydroxyhexyl)-2-phenyl-1H-indole-3-carbaldehyde OCCCCCCN1C(=C(C2=CC=CC=C12)C=O)C1=CC=CC=C1